CC(C#N)(C)C=1OC(=NN1)C1=CC2=C(C(C[C@@H](C(N2CC2=CC=C(C=C2)C2=CC=C(C=C2)OC)=O)N)(F)F)C=C1F 2-methyl-2-[5-[(3S)-3-amino-5,5,7-trifluoro-1-[[4-(4-methoxyphenyl)phenyl]methyl]-2-oxo-3,4-dihydro-1-benzazepin-8-yl]-1,3,4-oxadiazol-2-yl]propanenitrile